CC=1NC(=CC1)C 2,5-dimethyl-1H-pyrrol